6-chloro-7-(5,7-dihydro-6H-pyrrolo[3,4-b]pyridin-6-yl)-1-(6-(3-(dimethylamino)-azetidin-1-yl)-4-methylpyridin-3-yl)-4-oxo-1,4-dihydroquinoline-3-carboxylic acid ClC=1C=C2C(C(=CN(C2=CC1N1CC2=NC=CC=C2C1)C=1C=NC(=CC1C)N1CC(C1)N(C)C)C(=O)O)=O